CC1=CC=C(N=N1)CNC=1C2=C(N=CN1)N=CC(=C2)C2=NC=C(C=C2)C N-((6-Methylpyridazin-3-yl)methyl)-6-(5-methylpyridin-2-yl)pyrido[2,3-d]pyrimidin-4-amine